COC1=C(C=C(C(=C1C)CCCCC)OC)CC(C)N 1-(2,5-dimethoxy-3-methyl-4-pentyl-phenyl)propan-2-amine